(-)-carvacrol acetate C(C)(=O)OC1=CC(=CC=C1C)C(C)C